O1CCOC12CCC(CC2)CSC=2C=CC(=C(C#N)C2)Br 5-(((1,4-dioxaspiro[4.5]dec-8-yl)methyl)thio)-2-bromobenzonitrile